1-(2-{[(2R,3R,11bR)-3-(2,2-dimethylpropyl)-2-hydroxy-10-methoxy-1H,2H,3H,4H,6H,7H,11bH-pyrido[2,1-a]isoquinolin-9-yl]oxy}ethoxy)cyclobutane-1-carbonitrile CC(C[C@H]1[C@@H](C[C@H]2N(CCC3=CC(=C(C=C23)OC)OCCOC2(CCC2)C#N)C1)O)(C)C